[Na].CC=1N=C(NC(C1C)=O)NC1=NC2=CC(=CC=C2C(=N1)C)O 2-((4,5-dimethyl-6-oxo-1,6-dihydropyrimidin-2-yl)amino)-4-methyl-quinazolin-7-ol sodium